6,7-difluoro-N-(3-fluorophenyl)-N-methylquinazolin-4-amine FC=1C=C2C(=NC=NC2=CC1F)N(C)C1=CC(=CC=C1)F